3-(5-(1H-1,2,4-triazol-5-yl)pyridin-3-yl)-4-methoxyphenyl (cyclohexylmethyl)carbamate C1(CCCCC1)CNC(OC1=CC(=C(C=C1)OC)C=1C=NC=C(C1)C1=NC=NN1)=O